The molecule is a butanone that is the 2-methylbutanoyl derivative of phloroglucinol. It has a role as a metabolite. It is a benzenetriol and a butanone. It derives from a phloroglucinol. CC[C@H](C)C(=O)C1=C(C=C(C=C1O)O)O